N1=CC=C(C=C1)C1=NC2=CN=CC=C2C(=C1)N1CCC2(CCNC2)CC1 2-(Pyridin-4-yl)-4-(2,8-diazaspiro[4.5]decan-8-yl)-1,7-naphthyridine